3-((4,4-Bis(octyloxy)butanoyl)oxy)-2-((((1-(2,2,2-trifluoroethyl)azetidin-3-yl)-carbamoyl)oxy)methyl)propyl (9Z,12Z)-octadeca-9,12-dienoate C(CCCCCCC\C=C/C\C=C/CCCCC)(=O)OCC(COC(CCC(OCCCCCCCC)OCCCCCCCC)=O)COC(NC1CN(C1)CC(F)(F)F)=O